C(C)(C)(C)OC(N(C1(CC1)C(F)(F)F)N=O)=O nitroso(1-(trifluoromethyl)cyclopropyl)carbamic acid tert-butyl ester